2-((4-(4-ethylpiperazin-1-yl)phenyl)amino)-5-ethynyl-8-phenylpyrido[2,3-d]pyrimidin-7(8H)-one C(C)N1CCN(CC1)C1=CC=C(C=C1)NC=1N=CC2=C(N1)N(C(C=C2C#C)=O)C2=CC=CC=C2